tert-butyl 6-[4-(4-chloro-3-methyl-phenyl)piperazin-1-yl]-3,6-dioxo-hexanoate ClC1=C(C=C(C=C1)N1CCN(CC1)C(CCC(CC(=O)OC(C)(C)C)=O)=O)C